[K].OC1=CC=NC=C1 4-hydroxypyridine potassium salt